7-(3,6-dihydro-2H-pyran-4-yl)-3-[4-(methoxymethoxy)-6-methyl-benzofuran-5-yl]thieno[3,2-c]pyridazine O1CCC(=CC1)C1=CSC2=C1N=NC(=C2)C=2C(=CC1=C(C=CO1)C2OCOC)C